ClC1=C(C=CC=C1)C1=NOC(=C1C(=O)N1C[C@@]2(CC1)C=C(C(C(C2)(C)C)=O)C#N)C (5S)-2-[3-(2-chlorophenyl)-5-methyl-1,2-oxazole-4-carbonyl]-9,9-dimethyl-8-oxo-2-azaspiro[4.5]dec-6-ene-7-carbonitrile